6-[[6-(trifluoromethyl)-3-pyridinyl]methylene]-2-azaspiro[3.3]heptane-2-carboxylic acid tert-butyl ester C(C)(C)(C)OC(=O)N1CC2(C1)CC(C2)=CC=2C=NC(=CC2)C(F)(F)F